C1(CC1)C(=O)N1CC=2N=CN=C(C2CC1)OC1=CC=C(C=C1)NC(=O)C=1C(N(C(N(C1)C(C)C)=O)C1=CC=C(C=C1)F)=O N-(4-((7-(cyclopropanecarbonyl)-5,6,7,8-tetrahydropyrido[3,4-d]pyrimidin-4-yl)oxy)phenyl)-3-(4-fluoroPhenyl)-1-isopropyl-2,4-dioxo-1,2,3,4-tetrahydropyrimidine-5-carboxamide